((1r,4R)-4-ethoxy-4-(trifluoromethyl)cyclohexyl)-4-(5-(6-methylpyrimidin-4-yl)-1H-pyrazole-3-carbonyl)-4-azaspiro[2.5]octane-7-carboxamide C(C)OC1(CCC(CC1)C1CC12N(CCC(C2)C(=O)N)C(=O)C2=NNC(=C2)C2=NC=NC(=C2)C)C(F)(F)F